C(=O)O.B(OC1=CC2=C(N3C(CCO2)=CC=N3)C(=C1)C1=CC=C3C(=CN=NC3=C1)N)(O)O [10-(4-aminocinnolin-7-yl)-4,5-dihydropyrazolo[5,1-d][1,5]benzoxazepin-8-yl] borate formate salt